N1=CC=CC2=CC=CC(=C12)NC(=O)C1=NC2=CC=CC=C2C=C1 N-(quinolin-8-yl)quinoline-2-carboxamide